COC1=CC=2N(C=C1C(=O)NC1C3CCOC3C13CCC3)C=C(N2)C2CCOCC2 7-methoxy-N-(4-oxaspiro[bicyclo[3.2.0]heptane-6,1'-cyclobutane]-7-yl)-2-(tetrahydro-2H-pyran-4-yl)imidazo[1,2-a]pyridine-6-carboxamide